N-methoxy-N-methyl-5-(2-((4-(trifluoromethyl)phenyl)amino)phenyl)-1,3,4-oxadiazole-2-carboxamide CON(C(=O)C=1OC(=NN1)C1=C(C=CC=C1)NC1=CC=C(C=C1)C(F)(F)F)C